FC1=C(C(=CC(=C1)C=O)F)C1=CC=C(C=C1)C(C(F)(F)F)(C(F)(F)F)O 2,6-difluoro-4'-(1,1,1,3,3,3-hexafluoro-2-hydroxypropane-2-yl)-[1,1'-biphenyl]-4-carbaldehyde